2-(2-{[2-(5-fluoro-1H-1,3-benzodiazol-2-yl)ethyl]amino}ethyl)-N-[(3-fluoropyridin-2-yl)methyl]-1,3-thiazole-4-carboxamide trihydrochloride Cl.Cl.Cl.FC1=CC2=C(NC(=N2)CCNCCC=2SC=C(N2)C(=O)NCC2=NC=CC=C2F)C=C1